N[C@H]1[C@H](CCCC1)O (1S,2R)-2-aminocyclohexanol